2-fluoro-4-(4-methylthiazol-2-yl)benzoic acid FC1=C(C(=O)O)C=CC(=C1)C=1SC=C(N1)C